N-(4-(4,4-difluoropiperidin-1-yl)-5-methylpyrimidin-2-yl)-4-(methylsulfonyl)-N-(4-(methylsulfonyl)-2-(6-azaspiro[2.5]octan-6-yl)benzoyl)-2-(6-azaspiro[2.5]octan-6-yl)benzamide FC1(CCN(CC1)C1=NC(=NC=C1C)N(C(C1=C(C=C(C=C1)S(=O)(=O)C)N1CCC2(CC2)CC1)=O)C(C1=C(C=C(C=C1)S(=O)(=O)C)N1CCC2(CC2)CC1)=O)F